NC1=C(C=2C(=NC=C(C2S1)F)C=1C2=C(C=3C=NC(=NC3C1F)N1C[C@H](CC1)CN(C)C)COC2)C#N 2-Amino-4-(3-((R)-3-((dimethylamino)methyl)pyrrolidin-1-yl)-5-fluoro-7,9-dihydrofuro[3,4-f]quinazolin-6-yl)-7-fluorothieno[3,2-c]pyridine-3-carbonitrile